dihydro-5H-benzo[B]carbazole-3-carbonitrile C1C=2C=3C=C4C(=CC3NC2C=C(C1)C#N)C=CC=C4